OCCOC1=C(C=C(C=C1C=1C2=CC=CC=C2C=2C=CC=CC2C1)C(C)(C)C1=CC(=C(OCCO)C(=C1)C=1C2=CC=CC=C2C=2C=CC=CC2C1)C=1C2=CC=CC=C2C=2C=CC=CC2C1)C=1C2=CC=CC=C2C=2C=CC=CC2C1 2-[4-[1-[4-(2-hydroxyethoxy)-3,5-bis(phenanthr-9-yl)-phenyl]-1-methyl-ethyl]-2,6-bis(phenanthr-9-yl)-phenoxy]ethanol